3-iodo-1-[2-(oxan-2-yloxy)ethyl]-1H-pyrazole-5-carbaldehyde IC1=NN(C(=C1)C=O)CCOC1OCCCC1